FC(C1=NN(C=C1NC(=O)C=1C=NN2C1N=C(C=C2)N2CCN(CC2)C(=O)OC(C)(C)C)C2=CC=C(C=C2)C(=O)OC)F 1-Tert-butyl 4-[3-[[3-(difluoromethyl)-1-(4-methoxycarbonylphenyl)pyrazol-4-yl]carbamoyl]pyrazolo[1,5-a]pyrimidin-5-yl]piperazine-1-carboxylate